3-fluoro-2,6-dimethylaniline FC=1C(=C(N)C(=CC1)C)C